ethyl 3-methyl-3-[4-(1H-pyrrolo[2,3-b]-pyridin-4-yl)-1H-pyrazol-1-yl]butanoate, trifluoroacetate salt FC(C(=O)O)(F)F.CC(CC(=O)OCC)(C)N1N=CC(=C1)C1=C2C(=NC=C1)NC=C2